C(C)OCCCNC1=NC(=NC=C1CO)SC (4-((3-ethoxypropyl)amino)-2-(methylthio)pyrimidin-5-yl)methanol